FC=1C(=C(C=O)C=C(C1)S(=O)(=O)C1=NC(=NS1)C1=CC=C(C=C1)N1CCCC1)O 3-fluoro-2-hydroxy-5-((3-(4-(pyrrolidin-1-yl)phenyl)-1,2,4-thiadiazol-5-yl)sulfonyl)benzaldehyde